NC1=NC(=CC(=N1)N1CCC2(C[C@H](NC2)C(=O)OCC)CC1)O[C@@H](C(F)(F)F)C1=C(C=C(C=C1)C1=CC=C(C=C1)Cl)N1N=C(C=C1)C (S)-ethyl 8-(2-amino-6-((R)-1-(4'-chloro-3-(3-methyl-1H-pyrazol-1-yl)-[1,1'-biphenyl]-4-yl)-2,2,2-trifluoroethoxy)pyrimidin-4-yl)-2,8-diazaspiro[4.5]decane-3-carboxylate